3-(6-methoxy-4-oxobenzo[d][1,2,3]triazin-3(4H)-yl)piperidin-2,6-dione COC1=CC2=C(N=NN(C2=O)C2C(NC(CC2)=O)=O)C=C1